C[Si](C1[C@H]2[C@@H]3CN(C[C@H]([C@@H]12)N3C(=O)[O-])C(=O)[O-])(C)C (1R,2R,4S,5S)-3-(trimethylsilyl)-7,9-diazatricyclo[3.3.1.02,4]nonane-7,9-dicarboxylate